CC1(O[C@H]2[C@@H](O1)[C@@H]([C@@H]1[C@H]2C1)N1C2=NC(=NC(=C2N=C1)NCC)I)C 9-((3aR,3bR,4aS,5R,5aS)-2,2-dimethylhexahydrocyclopropa[3,4]cyclopenta[1,2-d][1,3]dioxol-5-yl)-N-ethyl-2-iodo-9H-purin-6-amine